N1(N=CC=C1)C1=C(CNC2=C3N=CN(C3=NC(=N2)N2CCC(CC2)N(C)C)C(C)C)C=CC=C1 N-(2-(1H-pyrazol-1-yl)benzyl)-2-(4-(dimethylamino)piperidin-1-yl)-9-isopropyl-9H-purin-6-amine